ClC1=C(C#N)C=C(C=C1)C(=O)N1CC=2C(=NN3C2C(N(C[C@H]3C)[C@@H](C)C3=NC=C(N=C3)C(F)(F)F)=O)C[C@H]1C |o1:23| 2-Chloro-5-((3R,7R)-3,7-dimethyl-10-oxo-9-((S*)-1-(5-(trifluoromethyl)pyrazin-2-yl)ethyl)-1,2,3,4,7,8,9,10-octahydropyrido[4',3':3,4]pyrazolo[1,5-a]pyrazine-2-carbonyl)benzonitrile